methyl 2-bromo-3-fluoroisonicotinate BrC=1C(=C(C(=O)OC)C=CN1)F